methanesulfinic acid lithium salt [Li+].CS(=O)[O-]